ClC=1C=CC(=NC1)C(C(C(=O)OCC)C)NC(CC(=O)OCC)=O ethyl 3-(5-chloro-2-pyridyl)-3-[(3-ethoxy-3-oxo-propanoyl)amino]-2-methyl-propanoate